tert-butyl 9-((((1R,4R)-4-(3-(difluoromethyl)-4-(5-morpholinopyrazolo[1,5-a]pyrimidin-3-carboxamido)-1H-pyrazol-1-yl) cyclohexyl) methyl) amino)-3-azaspiro[5.5]undecane-3-carboxylate FC(C1=NN(C=C1NC(=O)C=1C=NN2C1N=C(C=C2)N2CCOCC2)C2CCC(CC2)CNC2CCC1(CCN(CC1)C(=O)OC(C)(C)C)CC2)F